platinous sulfite S(=O)([O-])[O-].[Pt+2]